7-[2-(5-methyl-3-nitropyrazol-1-yl)propanoylamino]-3-[(5-methyl-1,3,4-thiadiazol-2-yl)sulfanylmethyl]-8-oxo-5-thia-1-azabicyclo[4.2.0]oct-2-ene-2-carboxylic acid CC1=CC(=NN1C(C(=O)NC1C2SCC(=C(N2C1=O)C(=O)O)CSC=1SC(=NN1)C)C)[N+](=O)[O-]